5-(2-{[4-(Trifluoromethoxy)phenyl]amino}pyridine-4-yl)-1H-indazol-3-amine FC(OC1=CC=C(C=C1)NC1=NC=CC(=C1)C=1C=C2C(=NNC2=CC1)N)(F)F